(E)-2-(2,4-dimethoxybenzyl)-3-((1-(4-methoxybenzyl)-3-((E)-2-(pyridin-4-yl)vinyl)-1H-indazol-6-yl)methylene)isoindol-1-one COC1=C(CN/2C(C3=CC=CC=C3\C2=C/C2=CC=C3C(=NN(C3=C2)CC2=CC=C(C=C2)OC)\C=C\C2=CC=NC=C2)=O)C=CC(=C1)OC